(S)-6-(4-chlorophenyl)-2-(1-methyl-1H-pyrazol-4-yl)-N-(1-(methanesulfonamido)propane-2-yl)-3-oxo-2,3-dihydropyridazine-4-carboxamide ClC1=CC=C(C=C1)C=1C=C(C(N(N1)C=1C=NN(C1)C)=O)C(=O)N[C@H](CNS(=O)(=O)C)C